FC=1C=C2C(=CNC2=CC1)CCN(CCC)CCC N-(2-(5-fluoro-1H-indol-3-yl)ethyl)-N-propylpropane-1-amine